2-((6-((2-amino-2-oxo-1-phenylethyl)thio)-3,5-dicyano-4-cyclopropylpyridin-2-yl)(methyl)amino)-N,N-bis(2-hydroxyethyl)acetamide NC(C(C1=CC=CC=C1)SC1=C(C(=C(C(=N1)N(CC(=O)N(CCO)CCO)C)C#N)C1CC1)C#N)=O